meta-methylphenylacetic acid CC=1C=C(C=CC1)CC(=O)O